BrC=1C=C2C(=CC=NC2=CC1)NC1=CC(=CC(=C1)OC1CCOCC1)OC 6-Bromo-N-(3-methoxy-5-((tetrahydro-2H-pyran-4-yl)oxy)phenyl)quinolin-4-amine